4-iodo-2-(6-azaspiro[2.5]oct-6-yl)benzoic acid IC1=CC(=C(C(=O)O)C=C1)N1CCC2(CC2)CC1